CC(CCCC)NC1=CC=C(C=C1)N N-(1,4-dimethylbutyl)-p-phenylenediamine